2'-((5-(4-isopropylpiperazin-1-yl)pyridin-2-yl)amino)-7',8'-dihydro-6'H-spiro[cyclohexane-1,9'-pyrazino[1',2':1,5]pyrrolo[2,3-d]pyrimidine]-6'-one C(C)(C)N1CCN(CC1)C=1C=CC(=NC1)NC=1N=CC2=C(N1)N1C(=C2)C(NCC12CCCCC2)=O